4-fluoro-N-(1-(1-(4-methoxybenzyl)-4-oxo-1,4-dihydro-5H-imidazo[4,5-c]pyridin-5-yl)-2-oxo-2-phenylethyl)benzamide FC1=CC=C(C(=O)NC(C(C2=CC=CC=C2)=O)N2C(C3=C(C=C2)N(C=N3)CC3=CC=C(C=C3)OC)=O)C=C1